benzyl (2S*,3R*)-2-benzyl-3-methoxypyrrolidine-1-carboxylate C(C1=CC=CC=C1)[C@@H]1N(CC[C@H]1OC)C(=O)OCC1=CC=CC=C1 |o1:7,11|